C(C)(C)(C)OC(=O)N1CC(=CCC1)B1OC(C(O1)(C)C)(C)C 3-(4,4,5,5-tetramethyl-1,3,2-dioxaborolan-2-yl)-5,6-dihydropyridine-1(2H)-carboxylic acid tert-butyl ester